C(#N)/C(/C(=O)N[C@H](C)C1=CC(=C(C=C1)OC)OC)=C\C1=CNC2=NC=C(C=C21)C=2C=NC(=CC2)N(C)C (R,E)-2-cyano-N-(1-(3,4-dimethoxyphenyl)ethyl)-3-(5-(6-(dimethylamino)pyridin-3-yl)-1H-pyrrolo[2,3-b]pyridin-3-yl)acrylamide